3-(6-chloroimidazo[1,2-b]pyridazin-3-yl)-N,N-dimethylaniline ClC=1C=CC=2N(N1)C(=CN2)C=2C=C(N(C)C)C=CC2